NC1=NC(=C(C(=N1)N[C@H](CCO)CCC)CC1=C(C=C(C=C1)CN(CCOCCOCCOCCOCCO)C)OC)C 1-{4-[(2-amino-4-{[(3S)-1-hydroxyhexan-3-yl]amino}-6-methylpyrimidin-5-yl)methyl]-3-methoxyphenyl}-2-methyl-5,8,11,14-tetraoxa-2-azahexadecan-16-ol